2-amino-2-(4-methyltetrahydrofuran-3-yl)acetic acid NC(C(=O)O)C1COCC1C